trans-5-(2-([2,2'-bipyrimidin]-5-yl)cyclopropyl)quinoline N1=C(N=CC(=C1)[C@H]1[C@@H](C1)C1=C2C=CC=NC2=CC=C1)C1=NC=CC=N1